tert-butyl N-[2-[(3-amino-4-quinolyl)-(2-hydroxy-2-methyl-propyl) amino]-2-oxo-ethyl]-N-ethyl-carbamate NC=1C=NC2=CC=CC=C2C1N(C(CN(C(OC(C)(C)C)=O)CC)=O)CC(C)(C)O